8-Methyl-6-((4-methyl-3-oxopiperazin-1-yl)methyl)-2-(4-(trifluoromethyl)pyridin-2-yl)quinazolin-4(3H)-one hydrochloride Cl.CC=1C=C(C=C2C(NC(=NC12)C1=NC=CC(=C1)C(F)(F)F)=O)CN1CC(N(CC1)C)=O